(4-(4-methoxy-2-nitrophenyl)pyridin-2-yl)-2-(p-tolyl)acetamide tert-butyl-(6-(3-chloro-2-fluoropyridin-4-yl)-6-oxohex-1-en-3-yl)carbamate C(C)(C)(C)N(C(O)=O)C(C=C)CCC(=O)C1=C(C(=NC=C1)F)Cl.COC1=CC(=C(C=C1)C1=CC(=NC=C1)C(C(=O)N)C1=CC=C(C=C1)C)[N+](=O)[O-]